C1(=CC=CC=C1)CCCC1=NC=CC=C1 1-phenyl-3-(pyridine-2-yl)propane